7-bromo-6-chloro-N-[5-(cyanomethyl)-3-fluoro-6-methoxypyridin-2-yl]-1H-indole-3-sulfonamide BrC=1C(=CC=C2C(=CNC12)S(=O)(=O)NC1=NC(=C(C=C1F)CC#N)OC)Cl